C(C)(C)(C)C1(SCC2=C1C=CC=C2NC([O-])=O)C2=C(C=CC(=C2)F)Cl (tert-butyl 1-(2-chloro-5-fluorophenyl)-1,3-dihydrobenzo[c]thiophen-4-yl)carbamate